(2-nitrophenyl)-N-(2-(piperidin-1-yl)ethyl)-2-(4-(trifluoromethyl)phenyl)oxazole-4-carboxamide [N+](=O)([O-])C1=C(C=CC=C1)C1=C(N=C(O1)C1=CC=C(C=C1)C(F)(F)F)C(=O)NCCN1CCCCC1